ClC1=NC(=CC(=C1)C(=O)N(C)C)Cl 2,6-dichloro-N,N-dimethylpyridine-4-carboxamide